FC1=C(C#N)C=CC(=C1)C1=C(C=CC(=C1)C=O)C1=CC2=CN(N=C2C=C1)C 2-fluoro-4-[5-formyl-2-(2-methylindazol-5-yl)phenyl]benzonitrile